CC(CCCC(=O)O)CC 5-methylheptanoic acid